6-[(5-methyl-1H-pyrazol-3-yl)amino]methyl-2-[(5-hydroxyadamantan-2-yl)amino]pyrimidine-4-carboxylic acid methyl ester COC(=O)C1=NC(=NC(=C1)CNC1=NNC(=C1)C)NC1C2CC3CC(CC1C3)(C2)O